(3-benzofuran-3-yl-1-methanesulfonylmethyl-1H-pyrazolo[4,3-c]pyridin-6-yl)-(6,6-difluoro-1,4-oxaazepan-4-yl)-methanone O1C=C(C2=C1C=CC=C2)C2=NN(C1=C2C=NC(=C1)C(=O)N1CCOCC(C1)(F)F)CS(=O)(=O)C